[Cl-].C1(=CC=CC=C1)P(C1=CC=CC=C1)C1=CC=CC=C1.C1(=CC=CC=C1)P(C1=CC=CC=C1)C1=CC=CC=C1 bis(triphenylphosphine) chloride